ethyl 7-hydroxy-2-methyl-8-(3-methyl-6-(prop-1-en-2-yl)cyclohex-2-en-1-yl)-4-oxo-5-pentyl-4H-benzo[d][1,3]dioxine-2-carboxylate OC=1C=C(C2=C(OC(OC2=O)(C(=O)OCC)C)C1C1C=C(CCC1C(=C)C)C)CCCCC